NC1=C2C(=NC=N1)N(N=C2C2=CC=C(C=C2)S(=O)(=O)NC)C(C)C=2OC1=CC=CC(=C1C(C2C2=CC(=CC=C2)F)=O)F 4-(4-amino-1-(1-(5-fluoro-3-(3-fluorophenyl)-4-oxo-4H-chromen-2-yl)ethyl)-1H-pyrazolo[3,4-d]pyrimidin-3-yl)-N-methylbenzenesulfonamide